ClC=1C=C(C=CC1Cl)C=1N(C(=CC(C1C(=O)O)=O)CN1N=C(C=C1)C(F)(F)F)CC 2-(3,4-dichlorophenyl)-1-ethyl-4-oxo-6-[[3-(trifluoromethyl)pyrazol-1-yl]methyl]pyridine-3-carboxylic acid